N-[[3-[7-[4-fluoro-2-(2-methoxyethoxy)phenyl]-4-(1,2,3,4-tetrahydroisoquinolin-6-yl)thieno[3,2-c]pyridin-6-yl]phenyl]methyl]prop-2-enamide FC1=CC(=C(C=C1)C=1C2=C(C(=NC1C=1C=C(C=CC1)CNC(C=C)=O)C=1C=C3CCNCC3=CC1)C=CS2)OCCOC